(R)-(3-(3-cyclopropyl-1,2,4-thiadiazol-5-yl)-8-methyl-5,6-dihydro-[1,2,4]triazolo[4,3-a]pyrazin-7(8H)-yl)(4,5-dichlorothiophen-2-yl)methanone C1(CC1)C1=NSC(=N1)C1=NN=C2N1CCN([C@@H]2C)C(=O)C=2SC(=C(C2)Cl)Cl